methyl 4-(4-[3-[(tert-butoxy carbonyl)amino]propanamido]-1-methylimidazole-2-amido)-1-methylpyrrole-2-carboxylate C(C)(C)(C)OC(=O)NCCC(=O)NC=1N=C(N(C1)C)C(=O)NC=1C=C(N(C1)C)C(=O)OC